NC=1C=C(C(=O)C2=CC(=C(C=C2)OC2=CC=CC=C2)N)C=CC1OC1=CC=CC=C1 3,3'-diamino-4,4'-diphenoxybenzophenone